C1(CC1)N1N=C(C(=C1)OC1=CC(=NC=C1)NC1=CC(=NC=C1)C(C)(C)O)C1=C(C=CC=C1)F 2-(4-((4-((1-cyclopropyl-3-(2-fluorophenyl)-1H-pyrazol-4-yl)oxy)pyridin-2-yl)amino)pyridin-2-yl)propan-2-ol